3,3-diethylglutaric acid C(C)C(CC(=O)O)(CC(=O)O)CC